BrC=1C=C(C=CC1)NC1=NC=NC2=CC=C(C=C12)C=1C=C(C=NC1)NS(=O)(=O)C N-(5-(4-((3-bromophenyl)amino)quinazolin-6-yl)pyridin-3-yl)methanesulfonamide